BrC1=C2C=C(NC2=CC=C1)I 4-bromo-2-iodo-1H-indole